NC=1C(=C(OCCCN2CCN(CC2)C(=O)OC(C)(C)C)C=C(C1)C(N)=O)NC\C=C\CNC1=NC=C(C=C1N)C(N)=O tert-butyl (E)-4-(3-(3-amino-2-((4-((3-amino-5-carbamoylpyridin-2-yl)amino)but-2-en-1-yl)amino)-5-carbamoylphenoxy)propyl)piperazine-1-carboxylate